2,2'-bis((bis(6-(3,5-di-tert-butylphenyl)-3-methyl-1H-indol-1-yl)phosphaneyl)oxy)-5,5',6,6',7,7',8,8'-octahydro-1,1'-binaphthalene C(C)(C)(C)C=1C=C(C=C(C1)C(C)(C)C)C1=CC=C2C(=CN(C2=C1)P(OC1=C(C=2CCCCC2C=C1)C1=C(C=CC=2CCCCC12)OP(N1C=C(C2=CC=C(C=C12)C1=CC(=CC(=C1)C(C)(C)C)C(C)(C)C)C)N1C=C(C2=CC=C(C=C12)C1=CC(=CC(=C1)C(C)(C)C)C(C)(C)C)C)N1C=C(C2=CC=C(C=C12)C1=CC(=CC(=C1)C(C)(C)C)C(C)(C)C)C)C